6-chloro-3-(2-chlorophenyl)imidazo[1,2-a]pyridine-2-carboxylic acid ClC=1C=CC=2N(C1)C(=C(N2)C(=O)O)C2=C(C=CC=C2)Cl